The molecule is a pyrimidine 2'-deoxyribonucleoside 5'-triphosphate and a thymidine phosphate. It has a role as an Escherichia coli metabolite and a mouse metabolite. It is a conjugate acid of a dTTP(3-). CC1=CN(C(=O)NC1=O)[C@H]2C[C@@H]([C@H](O2)COP(=O)(O)OP(=O)(O)OP(=O)(O)O)O